N,N'-dimethyl-cis-cyclohexane-1,2-diamine CN[C@H]1[C@H](CCCC1)NC